CC1=C2C=3C=CC=CC3CC2=C(C=C1)C 5,8-dimethylfluorene